(Z)-3-(2-bromovinyl)-2-((tert-butoxycarbonyl)oxy)-6-(ethoxymethyl)benzoic acid tert-butyl ester C(C)(C)(C)OC(C1=C(C(=CC=C1COCC)\C=C/Br)OC(=O)OC(C)(C)C)=O